C[C@]12CC(C[C@](CCC1)(N2)C)=CC=2N=NC(=CN2)C=2C(=CC(=NC2)N2C=NC=C2)O 5-(3-((Z)-((1R,5S)-1,5-dimethyl-9-azabicyclo[3.3.1]nonan-3-ylidene)methyl)-1,2,4-triazin-6-yl)-2-(1H-imidazol-1-yl)pyridin-4-ol